F[C@@H]1C[C@@]2(CCCN2C1)COC=1N=CC2=C(N1)C=C(N=C2N(C)C2CC2)C2=CC(=CC1=CC=C(C(=C21)C#C[Si](C(C)C)(C(C)C)C(C)C)F)O 4-(2-{[(2R,7aS)-2-fluoro-hexahydropyrrolizin-7a-yl]methoxy}-5-[cyclopropyl(methyl)amino]pyrido[4,3-d]pyrimidin-7-yl)-6-fluoro-5-[2-(triisopropylsilyl)ethynyl]naphthalene-2-ol